2-(6-azaspiro[2.5]octan-6-yl)-6-((4-hydroxy-2-methyl-2-butanyl)amino)-N-(4-methyl-6-(4-morpholinyl)-2-pyridinyl)-3-pyridinecarboxamide C1CC12CCN(CC2)C2=NC(=CC=C2C(=O)NC2=NC(=CC(=C2)C)N2CCOCC2)NC(C)(CCO)C